tert-butyl 5-(4,4,5,5-tetramethyl-1,3,2-dioxaborolan-2-yl)-3,4-dihydroisoquinoline-2(1H)-carboxylate CC1(OB(OC1(C)C)C1=C2CCN(CC2=CC=C1)C(=O)OC(C)(C)C)C